(3aR,6aR)-5-cyano-N-(2-fluoro-4-(2-methylpyridin-4-yl)phenyl)hexahydro-pyrrolo[3,4-b]pyrrole-1(2H)-carboxamide C(#N)N1C[C@@H]2N(CC[C@@H]2C1)C(=O)NC1=C(C=C(C=C1)C1=CC(=NC=C1)C)F